Phenyl (5-(trifluoromethyl)pyridin-2-yl)carbamate FC(C=1C=CC(=NC1)NC(OC1=CC=CC=C1)=O)(F)F